copper-iron-manganese-sodium oxide [O-2].[Na+].[Mn+2].[Fe+2].[Cu+2]